C(#N)C1C(COCC1)N1N=C(C(=C1)C(=O)N)NC=1C=C(C2=C(C=CB(O2)O)C1)C1CC1 1-(4-cyanotetrahydropyran-3-yl)-3-[(8-cyclopropyl-2-hydroxy-1,2-benzoxaborinin-6-yl)amino]pyrazole-4-carboxamide